1,3-dihydro-2-indolone N1C(CC2=CC=CC=C12)=O